FC1=C(C(=CC=C1)F)CN1C=NN(C1=O)C1=CC(=C(OC2=CC(=NC=C2F)N2CC3(C2)NC(OC3)=O)C=C1)F 2-[4-[4-[4-[(2,6-difluorophenyl)methyl]-5-oxo-1,2,4-triazol-1-yl]-2-fluoro-phenoxy]-5-fluoro-2-pyridyl]-7-oxa-2,5-diazaspiro[3.4]octan-6-one